2-(benzo[d][1,3]dioxol-5-ylethyl)benzene-1,3-diol O1COC2=C1C=CC(=C2)CCC2=C(C=CC=C2O)O